C12C(CC(CC1C(=O)[O-])C2)C(=O)[O-].[Na+].[Na+].C(C)N(C2=CC(=NC=N2)OC2CN(CC2)CC(=O)N)C 2-(3-((6-(ethyl-(methyl)amino)pyrimidin-4-yl)oxy)pyrrolidin-1-yl)acetamide disodium 2,6-norbornanedicarboxylate